methyl (1S,3aS,4S,7R,7aR)-3a-fluoro-2,3,3a,4,7,7a-hexahydro-1H-4,7-methanoisoindole-1-carboxylate F[C@@]12CN[C@@H]([C@H]2[C@H]2C=C[C@@H]1C2)C(=O)OC